2-(3-((R)-1-(4-methyl-4H-1,2,4-triazol-3-yl)propan-2-yl)phenyl)-6-((S)-piperidin-3-yl)-4-(trifluoromethyl)isoindolin-1-one CN1C(=NN=C1)C[C@@H](C)C=1C=C(C=CC1)N1C(C2=CC(=CC(=C2C1)C(F)(F)F)[C@H]1CNCCC1)=O